8-((1R,2R)-2-hydroxy-2-methylcyclopentyl)-2-(methylthio)pyrido[2,3-d]pyrimidin O[C@]1([C@@H](CCC1)N1CC=CC2=C1N=C(N=C2)SC)C